spiro[1,3-dioxolane-2,2'-pentalene] C1C2(C=C3C=CC=C13)OCCO2